4'-(2,2-difluorocyclopropyl)-5-methyl-N-{[4-(1-methyl-1H-imidazol-2-yl)-2,5-dioxoimidazolidin-4-yl]methyl}[1,1'-biphenyl]-2-carboxamide FC1(C(C1)C1=CC=C(C=C1)C=1C(=CC=C(C1)C)C(=O)NCC1(NC(NC1=O)=O)C=1N(C=CN1)C)F